Cl.Cl.CNC1=C(C=CC=C1)N N-methyl-1,2-phenylenediamine dihydrochloride